OC[C@H]1OC2(CC2)CN(C1)C(=O)OC(C)(C)C tert-butyl (S)-5-(hydroxymethyl)-4-oxa-7-azaspiro[2.5]octane-7-carboxylate